1-(2-(4'-fluoro-2'-(4-methyl-4H-1,2,4-triazol-3-yl)-[1,1'-biphenyl]-3-yl)-7-(trifluoromethyl)benzo[d]oxazol-5-yl)-N-(oxetan-3-ylmethyl)methylamine FC1=CC(=C(C=C1)C1=CC(=CC=C1)C=1OC2=C(N1)C=C(C=C2C(F)(F)F)CNCC2COC2)C2=NN=CN2C